C1(CC1)C1=NN(C=C1N1C=CC=2C1=NC=CC2)[C@@H]2C[C@H](C2)CO (trans-3-(3-cyclopropyl-4-(1H-pyrrolo[2,3-b]pyridin-1-yl)-1H-pyrazol-1-yl)cyclobutyl)methanol